C(C)OC(CCCCCC)(OCC)OCC 1,1,1-Triethoxyheptan